C(C)(C)(C)OC(=O)N1CCC12CN(C2)C2(C(NC(NC2=O)=O)=O)C2=CC=C(C=C2)OC2=CC=C(C=C2)OC(F)(F)F 6-[2,4,6-triketo-5-[4-[4-(trifluoromethoxy)phenoxy]phenyl]hexahydropyrimidin-5-yl]-1,6-diazaspiro[3.3]heptane-1-carboxylic acid tert-butyl ester